OC(CCCCCCCCCCCCCCC(=O)O)CCCCCCCC 16-Hydroxy-tetracosanoic acid